ClC1=CC=2N(C=C1)C=NC2CNC(=O)C2=CN=NC(=C2)NCC=2N=C1N(C=C(C=C1)C1CC1)C2 N-((7-chloroimidazo[1,5-a]pyridin-1-yl)methyl)-6-(((6-cyclopropylimidazo[1,2-a]pyridin-2-yl)methyl)amino)pyridazine-4-carboxamide